methyl-[1,2,4]triazolo[4,3-a]pyridin CC1=NN=C2N1C=CC=C2